2-(4-bromo-3-fluoro-1-methyl-1H-pyrazol-5-yl)-1-naphthonitrile BrC=1C(=NN(C1C1=C(C2=CC=CC=C2C=C1)C#N)C)F